ClC1=CC=C2C=3[C@H]4C[C@@H](CC3NC2=C1Cl)N4C(=O)C4=NC=C(C=N4)OC ((2S,4R)-7,8-dichloro-2,3,4,9-tetrahydro-1H-2,4-epiminocarbazol-10-yl)(5-methoxypyrimidin-2-yl)methanone